1,3,5-tris(3-methyl-4-hydroxyphenyl-carbonyloxy)cyclohexane CC=1C=C(C=CC1O)C(=O)OC1CC(CC(C1)OC(=O)C1=CC(=C(C=C1)O)C)OC(=O)C1=CC(=C(C=C1)O)C